C(C)OC(CCC1=CC(=CC=C1)CN1N=C(N=C1)C1=CC(=CC=C1)OC=1C(=C2C=CN(C2=CC1F)S(=O)(=O)C1=CC=C(C)C=C1)S(=O)C)=O.BrC1=NC=C(C=C1)OCCN1CCCC1 2-bromo-5-(2-pyrrolidin-1-ylethoxy)pyridine ethyl-3-(3-((3-(3-((6-fluoro-4-(methylsulfinyl)-1-tosyl-1H-indol-5-yl)oxy)phenyl)-1H-1,2,4-triazol-1-yl)methyl)phenyl)propanoate